(2-fluorophenyl)benzo[d]oxazole-2-thiol FC1=C(C=CC=C1)C1=CC=CC2=C1N=C(O2)S